5-(2-methyl-2-propanyl)-1,3-benzoxazole CC(C)(C)C=1C=CC2=C(N=CO2)C1